C(C1=CC=CC=C1)OC(=O)NC1(COC2=C(N=C(C=C21)C(CNC(OC(C)(C)C)=O)(C)O)C2=CC=C(C=C2)F)C tert-butyl (2-(3-(((benzyloxy)carbonyl)amino)-7-(4-fluorophenyl)-3-methyl-2,3-dihydrofuro[2,3-c]pyridin-5-yl)-2-hydroxypropyl)carbamate